C(C)C(C(=O)OCC1=CC=C(C=2OCOC21)Br)(C(C)C)Br (7-bromobenzo[d][1,3]dioxolan-4-yl)methanol ethyl-2-bromo-3-methyl-butanoate